(3S)-1-((1s,4R)-4-((1-(2,6-dioxopiperidin-3-yl)-3-methyl-2-oxo-2,3-dihydro-1H-benzo[d]imidazol-4-yl)amino)cyclohexane-1-carbonyl)pyrrolidine-3-carboxylic acid O=C1NC(CCC1N1C(N(C2=C1C=CC=C2NC2CCC(CC2)C(=O)N2C[C@H](CC2)C(=O)O)C)=O)=O